C(#N)CC1=CC=C(C=C1)NC1=NC2=CC=CC=C2C(=N1)NC=1C=C(C=CC1)NC(OC(C)(C)C)=O tert-Butyl (3-((2-((4-(cyanomethyl)phenyl)amino)quinazolin-4-yl)amino)phenyl)carbamate